1-(2-bromoethoxy)-4-isopropylbenzene BrCCOC1=CC=C(C=C1)C(C)C